[[7-(3-cyano-5-fluoro-phenoxy)-3-oxo-indan-4-yl]-methyl-oxo-λ6-sulfanylidene]cyanamide C(#N)C=1C=C(OC=2C=CC(=C3C(CCC23)=O)S(=O)(C)=NC#N)C=C(C1)F